N'-(2,4-difluorophenyl)-2,2-dimethyl-2H-chromene-6-carbohydrazide FC1=C(C=CC(=C1)F)NNC(=O)C=1C=C2C=CC(OC2=CC1)(C)C